C(C)(C)C1=C(NC2=CC=C(C=C12)C1OCC(N(C1)CC(=O)N(C)C)(C)C)C=1C=C(C=2N(C1)N=CN2)C 2-(2-(3-isopropyl-2-(8-methyl-[1,2,4]triazolo[1,5-a]pyridin-6-yl)-1H-indol-5-yl)-5,5-dimethylmorpholino)-N,N-dimethylacetamide